C(CCCCCCCC\C=C/CCCCC)=O (Z)-10-Hexadecenal